styryl-aminosilane C(=CC1=CC=CC=C1)[SiH2]N